C(=O)(C(=C)C)OCC[N+](C)(C)C methacroyl-oxyethyl-trimethyl-ammonium